11-amino-6-(3-(dimethylamino)propyl)-9-methoxy-3,3-dimethyl-2,3,4,6-tetrahydro-1H-indolo[2,3-b]quinolin-1-one NC1=C2C(=NC=3CC(CC(C13)=O)(C)C)N(C=1C=CC(=CC12)OC)CCCN(C)C